1-[(1r,4r)-4-{6-[1-(difluoromethyl)-1H-pyrazol-4-yl]imidazo[1,2-a]pyridin-2-yl}cyclohexyl]methanamine, hydrochloride salt Cl.FC(N1N=CC(=C1)C=1C=CC=2N(C1)C=C(N2)C2CCC(CC2)CN)F